methyl 3-methyl-5-(trifluoromethyl)-1H-pyrazole-4-carboxylate CC1=NNC(=C1C(=O)OC)C(F)(F)F